CAFFEIC ACID C(\C=C\C1=CC(O)=C(O)C=C1)(=O)O